OCCNC=O N-(2-hydroxyethyl)carboxamide